ClC1=C2C(=NNC2=CC=C1)N1[C@@H](CC(C1)(F)F)C(C)F 4-chloro-3-((2S)-4,4-difluoro-2-(1-fluoroethyl)pyrrolidin-1-yl)-1H-indazole